C(C=C)(=O)OCCC[Si](OC)(OC)OC gamma-(acryloyloxy)propyl-trimethoxysilane